tert-butyl 4-(4-chloro-7,7-dimethyl-5-oxo-5,7-dihydroindolo[1,2-a]quinazolin-10-yl)-2-oxopiperazine-1-carboxylate ClC=1C=2C(N=C3N(C2C=CC1)C1=CC(=CC=C1C3(C)C)N3CC(N(CC3)C(=O)OC(C)(C)C)=O)=O